IC=C1C(NC(N=C1)=O)=O 5-iodomethyleneuracil